NC1=C2C(=NC=N1)N(N=C2C=2N(C1=CC(=CC=C1C2)C(=O)O)C)C(C)(C)C 2-(4-amino-1-(tert-butyl)-1H-pyrazolo[3,4-d]pyrimidin-3-yl)-1-methyl-1H-indole-6-carboxylic acid